S1N=C(C2=C1C=CC=C2)N2CCN(CC2)CCN2C(C=1N(C=C2)N=C(C1C)C)=O 5-[2-(4-benzo[d]isothiazol-3-yl-piperazin-1-yl)-ethyl]-2,3-dimethyl-5H-pyrazolo[1,5-a]pyrazin-4-one